3-Bromo-5-iodopyridine BrC=1C=NC=C(C1)I